C(C)N(C1=CC(=C(C(=O)C2=C(C(=O)OCCCCC3OCC4(CO3)COC(OC4)CCCCCCOC(C(=C(C4=CC=CC=C4)C4=CC=CC=C4)C#N)=O)C=CC=C2)C=C1)O)CC 4-[9-[6-(2-cyano-3,3-diphenyl-prop-2-enoyl)oxyhexyl]-2,4,8,10-tetraoxaspiro[5.5]undecan-3-yl]butyl 2-[4-(diethylamino)-2-hydroxy-benzoyl]benzoate